6-(2-(3,4-difluorophenoxy)ethoxy)-3-(5-methylthiazol-4-yl)-2-(pyrimidin-5-yl)-1H-Inden-1-one FC=1C=C(OCCOC2=CC=C3C(=C(C(C3=C2)=O)C=2C=NC=NC2)C=2N=CSC2C)C=CC1F